6-(3-isopropylpyrazol-1-yl)-N-methyl-N-(1-methylindazol-7-yl)pyridine-3-sulfonamide C(C)(C)C1=NN(C=C1)C1=CC=C(C=N1)S(=O)(=O)N(C=1C=CC=C2C=NN(C12)C)C